N-(3-cyano-4-methyl-1H-indol-7-yl)-3-cyanobenzene-sulfonamide C(#N)C1=CNC2=C(C=CC(=C12)C)NS(=O)(=O)C1=CC(=CC=C1)C#N